(imidazo[1,2-a]pyrimidin-3-yl)-1-(2-((1R,3S,4S)-3-((6-methylpyridin-2-yl)carbamoyl)-2-azabicyclo[2.2.1]heptan-2-yl)-2-oxoethyl)-1H-indole-3-carboxamide N=1C=C(N2C1N=CC=C2)C=2N(C1=CC=CC=C1C2C(=O)N)CC(=O)N2[C@@H]1CC[C@H]([C@H]2C(NC2=NC(=CC=C2)C)=O)C1